(4R)-N-[4-(3,5-Dichlorophenyl)-8-(dimethylamino)pyrido[3,2-d]pyrimidin-7-yl]chroman-4-carboxamid ClC=1C=C(C=C(C1)Cl)C=1C2=C(N=CN1)C(=C(C=N2)NC(=O)[C@@H]2CCOC1=CC=CC=C21)N(C)C